C(CCCC)C1=CC=C(C=C1)C1=CC=C(C=C1)C#N 4-amyl-4'-cyanobiphenyl